Cl.N[C@@H](CC(=O)OCC)C=1C=C(C=C(C1F)C)C1=C(C=CC=C1C)C#N ethyl (S)-3-amino-3-(2'-cyano-4-fluoro-5,6'-dimethyl-[1,1'-biphenyl]-3-yl)propanoate hydrochloride